P(=O)(O)(O)O.O1C(=C(O)C(=O)C=2C(O)=CC(O)=CC12)C1=CC=C(O)C=C1 (Kaempferol) phosphate